CC=1OC(C2=C(N1)C=CC(=C2)C)=O 2,6-Dimethyl-4H-benzo[d][1,3]oxazin-4-one